C(C=C)(=O)N1C[C@@H]2N([C@H](C1)C1=CC(=NC(=C1)Cl)C1=CC(=NC=N1)C(=O)NC)C(OC2)=O |r| racemic-6-(4-((5S,8aS)-7-acryloyl-3-oxohexahydro-3H-oxazolo[3,4-a]pyrazin-5-yl)-6-chloropyridin-2-yl)-N-methylpyrimidine-4-carboxamide